O=C1N(C(C=C1)=O)CC(=O)N(N(CC(=O)O)C(CN1C(C=CC1=O)=O)=O)CC(=O)O 1,2-bis(2-(2,5-dioxo-2,5-dihydro-1H-pyrrol-1-yl)acetyl)hydrazine-1,2-diyl-diacetic acid